(8R,9R,10S)-9-(4-bromophenyl)-N-(4-methoxyphenyl)-3-oxo-10-((triphenylmethoxy)methyl)-1,6-diazabicyclo[6.2.0]decane-6-carboxamide BrC1=CC=C(C=C1)[C@@H]1[C@@H]2CN(CCC(CN2[C@@H]1COC(C1=CC=CC=C1)(C1=CC=CC=C1)C1=CC=CC=C1)=O)C(=O)NC1=CC=C(C=C1)OC